n-Dodecyl-Phosphorylcholine C(CCCCCCCCCCC)P(=O)=C(O)C[N+](C)(C)C